tert-butyl-(R)-(1-((2-(3-hydroxy-3-methylbut-1-yn-1-yl)pyridin-4-yl)methyl)piperidin-3-yl)carbamic acid tert-butyl ester C(C)(C)(C)OC(N([C@H]1CN(CCC1)CC1=CC(=NC=C1)C#CC(C)(C)O)C(C)(C)C)=O